C(=O)C(C#N)CNC=O.[Na] sodium formoyl-beta-formylaminopropionitrile